Methyl 3-(3-(4-(ethylcarbamoyl)phenoxy)azetidin-1-yl)-2-(1H-pyrrol-1-yl)benzoate C(C)NC(=O)C1=CC=C(OC2CN(C2)C=2C(=C(C(=O)OC)C=CC2)N2C=CC=C2)C=C1